(2-methylpyrimidin-5-yl)boric acid CC1=NC=C(C=N1)OB(O)O